5,5,5-trifluoropentan-1-ol FC(CCCCO)(F)F